CC1=C(C=CC(=C1)C)C(CN)(F)F 2-(2,4-dimethylphenyl)-2,2-difluoro-ethanamine